CC(C[C@@H](C(=O)N1CCC2(OCC(CO2)CN2CCCCC2)CC1)N1C([C@@H](NCC1)CC(C)C)=O)C (S)-1-[(S)-3-Methyl-1-({3-(piperidinomethyl)-1,5-dioxa-9-aza-9-spiro[5.5]undecyl}carbonyl)butyl]-3-isobutyl-2-piperazinone